1-((2R,4S)-4-(4-amino-3-((2-methyl-1H-benzo[d]imidazol-5-yl)ethynyl)-1H-pyrazolo[4,3-c]pyridin-1-yl)-2-(methoxymethyl)pyrrolidin-1-yl)prop-2-en-1-one NC1=NC=CC2=C1C(=NN2[C@H]2C[C@@H](N(C2)C(C=C)=O)COC)C#CC2=CC1=C(NC(=N1)C)C=C2